(2R,4S)-4-hydroxy-1-[(2S)-2-[4-(2-hydroxynorbornan-2-yl)triazol-1-yl]-3,3-dimethyl-butyryl]-N-methyl-pyrrolidine-2-carboxamide O[C@H]1C[C@@H](N(C1)C([C@H](C(C)(C)C)N1N=NC(=C1)C1(C2CCC(C1)C2)O)=O)C(=O)NC